5-(3,4-Dimethoxyphenyl)-N2-(2-methoxyphenyl)-N4-(piperidin-4-yl)pyrimidine-2,4-diamine COC=1C=C(C=CC1OC)C=1C(=NC(=NC1)NC1=C(C=CC=C1)OC)NC1CCNCC1